ClC1=C(C=CC=C1)CCC(O)O 2-chlorobenzene-propanediol